tert-Butyl (5-(3a-bromo-4,7-dimethyl-1,3,8-trioxo-5,6-diphenyl-3a,4,7,7a-tetrahydro-2H-4,7-methanoisoindol-2-yl)pentyl)carbamate BrC12C(N(C(C2C2(C(=C(C1(C2=O)C)C2=CC=CC=C2)C2=CC=CC=C2)C)=O)CCCCCNC(OC(C)(C)C)=O)=O